C1=CC=NC(=C1)NC2=CC=CC=N2 2,2-dipyridylamine